C(CCC)C1=CC=C(C=C1)S(=O)(=O)NC1=C(C=C(C=C1)NC(CCC(=O)NC1=CC(=C(C=C1)NS(=O)(=O)C1=CC=C(C=C1)CCCC)C(=O)OC)=O)P(O)(O)=O (2-(4-butylphenylsulfonamido)-5-(4-((4-(4-butylphenylsulfonamido)-3-(methoxy-carbonyl)phenyl)amino)-4-oxobutanamido)-phenyl)phosphonic acid